NC1=NC=C2N(C(N(C2=N1)[C@@H]1O[C@@H](C[C@H]1O)CO)=O)CC1=CC(=CC=C1)OC 2-Amino-9-((2R,3R,5S)-3-hydroxy-5-(hydroxymethyl)tetrahydrofuran-2-yl)-7-(3-methoxybenzyl)-7,9-dihydro-8H-purin-8-on